ethyl (3-hydroxy-4-methyl-5-(phenylethynyl)picolinoyl)glycinate OC=1C(=NC=C(C1C)C#CC1=CC=CC=C1)C(=O)NCC(=O)OCC